NC1=C(C(=NC(=N1)Cl)C(=O)[O-])OC 6-amino-2-chloro-5-methoxypyrimidine-4-carboxylate